2-bromo-1-(2-methoxypyridin-4-yl)ethanone BrCC(=O)C1=CC(=NC=C1)OC